3-(dimethylamino)acrylic acid propyl ester C(CC)OC(C=CN(C)C)=O